O1CCN(CC1)CCN1N=C2C=CC=C(C2=C1)C(=O)O 2-(2-morpholinoethyl)indazole-4-carboxylic Acid